1-heptyl-2-butylpyridinium chloride [Cl-].C(CCCCCC)[N+]1=C(C=CC=C1)CCCC